C1(CC1)C1=NC=NC(=C1C1=NN(C2=C1CN(CC2)C2=NC=C(C=C2)C=2N(C=C(N2)C(F)(F)F)C)C)OC 3-(4-Cyclopropyl-6-methoxypyrimidin-5-yl)-1-methyl-5-(5-(1-methyl-4-(trifluoromethyl)-1H-imidazol-2-yl)pyridin-2-yl)-4,5,6,7-tetrahydro-1H-pyrazolo[4,3-c]pyridine